F[B-](F)(F)F.ClC=1C=CC2=C(N(N=N2)OC(=[N+](C)C)N(C)C)C1 O-(6-chlorobenzotriazole-1-yl)-N,N,N',N'-tetramethyluronium tetrafluoroborate